C(CCCCCCC\C=C/CCCCCCCC)(=O)OCCCCCCOC(CCCCCCC\C=C/CCCCCCCC)=O (Z)-Hexane-1,6-diyl dioleate